N[C@@H]1CN(CC[C@H]1F)C1=NC2=C(N1CC(=O)N1CC(NCC1)=O)C=C(C(=C2)F)F 4-(2-(2-((3R,4R)-3-Amino-4-fluoropiperidin-1-yl)-5,6-difluoro-1H-benzo[d]imidazol-1-yl)acetyl)piperazin-2-on